2-(2-methoxyphenoxy)quinolin-6-amine COC1=C(OC2=NC3=CC=C(C=C3C=C2)N)C=CC=C1